FC1=CC=C(CN(C(=O)NCC2=CC=C(C=C2)OCC(C)C)C[C@@H]2N(CCC2)C)C=C1 (R)-1-(4-fluorobenzyl)-3-(4-isobutoxybenzyl)-1-((1-methylpyrrolidin-2-yl)methyl)urea